BrC=1C(=C(C#N)C=CC1C)F 3-bromo-2-fluoro-4-methylbenzonitrile